C(#N)C1(CC1)NS(=O)(=O)C=1C=C(C=2N(C1)C(=CN2)C=2SC(=NN2)C(F)F)N2C[C@@H](N[C@H](C2)C)COC(F)F |o1:28,30| rel-N-(1-cyanocyclopropyl)-8-((3R,5S)-3-((difluoromethoxy)methyl)-5-methylpiperazin-1-yl)-3-(5-(difluoromethyl)-1,3,4-thiadiazol-2-yl)imidazo[1,2-a]pyridine-6-sulfonamide